1-[2-(4-methylpiperazin-1-yl)-2-oxoethyl]piperidin CN1CCN(CC1)C(CN1CCCCC1)=O